(R)-5-ethyl-5-(3-(3-fluoro-5-methoxypyridin-4-yl)phenyl)-8,8-dimethyl-5,8,9,10-tetrahydrobenzo[b][1,8]naphthyridin-6(7H)-one C(C)[C@@]1(C2=C(NC=3N=CC=CC13)CC(CC2=O)(C)C)C2=CC(=CC=C2)C2=C(C=NC=C2OC)F